9-(4-(3-(dimethylamino)propoxy)-3-(trifluoromethyl)phenyl)-3-methyl-1-(tetrahydro-2H-pyran-4-yl)pyrazolo[1,5-c]quinazolin-2(3H)-one CN(CCCOC1=C(C=C(C=C1)C1=CC=2C=3N(C=NC2C=C1)N(C(C3C3CCOCC3)=O)C)C(F)(F)F)C